2-Bromomethyl-3,5-difluoropyridine BrCC1=NC=C(C=C1F)F